[O-2].[Fe+2].[Se+2].[O-2] selenium-iron oxide